Carboxyl-(Carbodiimide) C(=O)(O)N=C=N